methyl 4-(chloromethyl)oxazole-2-carboxylate ClCC=1N=C(OC1)C(=O)OC